C[C@@H]1CC[C@H]2C([C@@H]3[C@](CC[C@]12C3)(C)OC(\C=C\C3=CC(=C(C=C3)OC)O)=O)(C)C (E)-(3R,3aS,6R,7R,8aS)-3,6,8,8-tetramethyloctahydro-1H-3a,7-methanoazulen-6-yl-3-(3-Hydroxy-4-methoxyphenyl)acrylate